2-(2-bromoallyl)isoindoline-1,3-dione BrC(CN1C(C2=CC=CC=C2C1=O)=O)=C